C(C=C)(=O)O.C(CC)NC(=O)OCC propyl-urethane acrylate